C(C)N(C(O)=O)C(C(=NNC1=CC(=C(C(=C1)C)OC=1C=C2C3(C(NC2=CC1)=O)CCCC3)C)C#N)=O.C3(=CC=CC=C3)N(C=3C=C1C=CC(=CC1=CC3)C3=CC=C(C=C3)C3=CC=C(C=C3)C3=CC1=CC=C(C=C1C=C3)N(C3=CC=CC=C3)C3=CC=CC=C3)C3=CC=CC=C3 bis[6-diphenylaminonaphthalene-2-yl]biphenyl ethyl-(2-cyano-2-(2-(3,5-dimethyl-4-((2'-oxospiro[cyclopentane-1,3'-indolin]-5'-yl)oxy)phenyl)hydrazineylidene)acetyl)carbamate